C(C=1C(O)=CC=CC1)(=O)OC1=C(OC)C=C(C=CC)C=C1 isoeugenyl salicylate